N1(CCNCC1)C=1C=CC(=NC1)NC1=NC=CC=N1 N-(5-(piperazin-1-yl)pyridin-2-yl)pyrimidin-2-amine